n-methyl-1-(4-(1-(tetrahydro-2H-pyran-4-yl)-[1,2,4]triazolo[4,3-a]quinoxalin-8-yl)phenyl)piperidin-4-amine CNC1CCN(CC1)C1=CC=C(C=C1)C1=CC=C2N=CC=3N(C2=C1)C(=NN3)C3CCOCC3